6-bromo-1-(2,2,2-trifluoroethyl)-1H-indazole BrC1=CC=C2C=NN(C2=C1)CC(F)(F)F